C(C)N1C2=C([C@H]([C@@H](C1=O)NC(C1=CC(=CC=C1)C(F)(F)F)=O)C1=C(C=CC=C1)[N+](=O)[O-])C=NN2C2=CC=CC=C2 |r| rac-N-((4R,5S)-7-ethyl-4-(2-nitrophenyl)-6-oxo-1-phenyl-4,5,6,7-tetrahydro-1H-pyrazolo[3,4-b]pyridin-5-yl)-3-(trifluoromethyl)benzamide